N-[1-(cyclobutylmethyl)-1H-pyrazol-4-yl]-6-pyridazin-4-ylpyridine-2-carboxamide C1(CCC1)CN1N=CC(=C1)NC(=O)C1=NC(=CC=C1)C1=CN=NC=C1